methyl 4-(morpholinomethyl)-3-(trifluoromethyl)benzoate O1CCN(CC1)CC1=C(C=C(C(=O)OC)C=C1)C(F)(F)F